N-(((1S,4S,5S)-4-(4-(8-azido-2-methyloctan-2-yl)-2,6-dimethoxyphenyl)-6,6-dimethylbicyclo[3.1.1]hept-2-en-2-yl)methyl)-8-((7-nitrobenzo[c][1,2,5]oxadiazol-4-yl)sulfinyl)octanamide N(=[N+]=[N-])CCCCCCC(C)(C)C1=CC(=C(C(=C1)OC)[C@H]1C=C([C@@H]2C([C@H]1C2)(C)C)CNC(CCCCCCCS(=O)C2=CC=C(C1=NON=C12)[N+](=O)[O-])=O)OC